3-fluoro-4-((pyridin-2-ylmethoxy)methyl)aniline FC=1C=C(N)C=CC1COCC1=NC=CC=C1